CC1(C(C(C2=CC(=C(C=C12)C)C(C)=O)(C)C)C)C 1,1,2,3,3,6-hexamethyl-5-acetylindane